fluoropropane-1-sulfonate FC(CC)S(=O)(=O)[O-]